N-(2-methoxy-4-aminophenyl)pyridine-2-carboxamide COC1=C(C=CC(=C1)N)NC(=O)C1=NC=CC=C1